N(=NC1=[N+](ON=C1)[O-])C1=NON=C1 azofurazan oxide